CC1=C(C(=CC(=C1)C)C)N=C(C)C1=NC(=CC=C1)C(C)=NC1=C(C=C(C=C1C)Cl)Cl 2-[1-(2,4,6-Trimethylphenylimino)ethyl]-6-[1-(2,4-Dichloro-6-methylphenylimino)ethyl]pyridin